4,4',4''-trimethoxytrityl chloride COC1=CC=C(C(C2=CC=C(C=C2)OC)(C2=CC=C(C=C2)OC)Cl)C=C1